mono-methyl-triazene CN=NN